4-(((5-amino-2-methoxy-3-phenylpyridin-4-yl)amino)methyl)benzenesulfonamide NC=1C(=C(C(=NC1)OC)C1=CC=CC=C1)NCC1=CC=C(C=C1)S(=O)(=O)N